7-(6-(2-hydroxypropan-2-yl)pyridin-3-yl)-1-(3-methoxypropyl)-3,4-dihydropyrazino[2,3-b]pyrazin-2(1H)-one OC(C)(C)C1=CC=C(C=N1)C1=CN=C2C(=N1)N(C(CN2)=O)CCCOC